OC(=O)C(F)(F)F.CS(=O)(=O)CC(=O)N(CCN1C2CC(CC1CC2)C=2C=C(C(=O)N)C=CC2)CC2CCC(CC2)C(F)(F)F 3-endo-(8-{2-[(2-methanesulfonylacetyl)-(4-trifluoromethyl-cyclohexylmethyl)amino]ethyl}-8-azabicyclo[3.2.1]oct-3-yl)-benzamide TFA salt